N1CCC(CC1)NC(=O)C1=CC=CC2=CC=CC=C12 N-(piperidin-4-yl)-1-naphthamide